3-[1-(2,6-dichloro-3-fluoro-phenyl)-ethoxy]-5-o-tolyl-pyridin-2-ylamine ClC1=C(C(=CC=C1F)Cl)C(C)OC=1C(=NC=C(C1)C1=C(C=CC=C1)C)N